ClC1=C(C(=C(C=C1OC)OC)Cl)C1=CC2=C(N=C(N=C2)N[C@H]2[C@H](COC2)NC(C=C)=O)C(=N1)CC1CN(CC1)C N-((3R,4S)-4-((6-(2,6-dichloro-3,5-dimethoxyphenyl)-8-((1-methylpyrrolidin-3-yl)methyl)pyrido[3,4-d]pyrimidin-2-yl)amino)tetrahydrofuran-3-yl)acrylamide